7-ethyl-8-(ethylsulfinyl)-1,3-dimethyl-1H-purine-2,6(3H,7H)-dione C(C)N1C(=NC=2N(C(N(C(C12)=O)C)=O)C)S(=O)CC